BrCC(=C)C 2-(bromomethyl)propene